(2S,5S)-N-(7-methoxy-4-(1-methyl-3-phenyl-1H-pyrazol-4-yl)quinazolin-6-yl)-2,5-dimethylpiperazine-1-carboxamide formate salt C(=O)O.COC1=C(C=C2C(=NC=NC2=C1)C=1C(=NN(C1)C)C1=CC=CC=C1)NC(=O)N1[C@H](CN[C@H](C1)C)C